C1(C(CCCCCCCO1)=O)=O 10-oxacyclodecanedione